N-(2'-(4-(hydroxymethyl)piperidin-1-yl)-[4,4'-bipyridyl]-2-yl)-2-(3-methoxyphenyl)acetamide OCC1CCN(CC1)C1=NC=CC(=C1)C1=CC(=NC=C1)NC(CC1=CC(=CC=C1)OC)=O